trans-4-(2-pyridinyl)-pyrrolidine-3-carboxylic acid N1=C(C=CC=C1)[C@H]1[C@@H](CNC1)C(=O)O